(1-((trans)-4-(4-amino-3-(4-phenoxyphenyl)-1H-pyrazolo[3,4-d]pyrimidin-1-yl)cyclohexyl)-1H-pyrazol-4-yl)methanol NC1=C2C(=NC=N1)N(N=C2C2=CC=C(C=C2)OC2=CC=CC=C2)[C@@H]2CC[C@H](CC2)N2N=CC(=C2)CO